ethyl 2-bromo-4-chloro-6-fluoro-quinoline-3-carboxylate BrC1=NC2=CC=C(C=C2C(=C1C(=O)OCC)Cl)F